C(C(C)C)(=O)N1[C@@](CCC1)(C(=O)N)CC1=CC=CC=C1 (R)-1-isobutyryl-2-benzylpyrrolidine-2-carboxamide